COC1=CC2=C(C=C(O2)C=2N=C3SC(=NN3C2)C)C(=C1)COC=1N=C(SC1C)C1=CC=C(C(=O)O)C=C1 4-(4-((6-methoxy-2-(2-methylimidazo[2,1-b][1,3,4]thiadiazol-6-yl)benzofuran-4-yl)methoxy)-5-methylthiazol-2-yl)benzoic acid